ClC=1C(=NC(=NC1)NC1CCC(CC1)N(C)C)C1=CC=C2CN(C(C2=C1)=O)CC(N1CC2=CC=CC=C2CC1)=O 6-(5-chloro-2-{[4-(dimethylamino)cyclohexyl]amino}pyrimidin-4-yl)-2-[2-oxo-2-(1,2,3,4-tetrahydroisoquinolin-2-yl)ethyl]-2,3-dihydro-1H-isoindol-1-one